(E)-4-chloro-2-(2-(4,4,5,5-tetramethyl-1,3,2-dioxaborolan-2-yl)vinyl)benzonitrile ClC1=CC(=C(C#N)C=C1)\C=C\B1OC(C(O1)(C)C)(C)C